4-(7-fluoro-imidazo[1,2-a]pyridin-3-yl)-7-((5-((4aS,7aR)-hexahydro-pyrrolo[3,4-b][1,4]oxazin-4(4aH)-yl)pyridin-2-yl)amino)isoindolin-1-one FC1=CC=2N(C=C1)C(=CN2)C2=C1CNC(C1=C(C=C2)NC2=NC=C(C=C2)N2[C@@H]1[C@H](OCC2)CNC1)=O